C(C1=CC=CC=C1)N1C(=CC2=C(C=CC=C12)Br)C(F)(F)F 1-Benzyl-4-Bromo-2-(Trifluoromethyl)-1H-Indole